cyclohexanone methyl-2-hydroxy-2-methylpropanoate COC(C(C)(C)O)=O.C1(CCCCC1)=O